FC1=CC=C2C(C(=C(C(C2=C1)=O)CC=1C=CC(=NC1)C#N)C)=O 5-((7-fluoro-3-methyl-1,4-dioxo-1,4-dihydronaphthalen-2-yl)methyl)picolinonitrile